C[Si]([O-])([O-])[O-].[Na+].[Na+].[Na+] sodium methylsilanetriolate